N-[2-(1-benzylpiperidin-4-yl)ethyl]-2-(3-fluorophenyl)-7-methylpyrazolo[1,5-a]pyrimidine-6-carboxamide C(C1=CC=CC=C1)N1CCC(CC1)CCNC(=O)C=1C=NC=2N(C1C)N=C(C2)C2=CC(=CC=C2)F